3-[1-(azetidin-1-yl)-2-methyl-1-oxopropan-2-yl]-1-[(2R)-2-(2-methoxyphenyl)-2-(oxacyclohex-4-ylmethoxy)ethyl]-5-methyl-6-(1,3-oxazol-2-yl)-1H,2H,3H,4H-thieno[2,3-d]pyrimidine-2,4-dione N1(CCC1)C(C(C)(C)N1C(N(C2=C(C1=O)C(=C(S2)C=2OC=CN2)C)C[C@H](OCC2CCOCC2)C2=C(C=CC=C2)OC)=O)=O